ClC1=CC(=CC=2N=C(OC21)N(C(C)C=2C(=NC=CN2)C2=CC=C(C=N2)C#N)CC2CC2)C(F)(F)F 6-[3-[1-[[7-chloro-5-(trifluoromethyl)-1,3-benzoxazol-2-yl]-(cyclopropylmethyl)amino]ethyl]pyrazin-2-yl]pyridine-3-carbonitrile